5-chloro-2-[(5R)-5-methyl-4-[5-methyl-2-(2H-1,2,3-triazol-2-yl)benzoyl]-1,4-Diazepan-1-yl]-1,3-benzoxazole ClC=1C=CC2=C(N=C(O2)N2CCN([C@@H](CC2)C)C(C2=C(C=CC(=C2)C)N2N=CC=N2)=O)C1